N1(CCOCC1)C(CCCO)C 4-morpholin-4-ylpentan-1-ol